8-isopropyl-N4-(4-(1-methyl-1H-pyrazol-4-yl)benzyl)-N2-(tetrahydro-2H-pyrazol-4-yl)pyrazolo[1,5-a][1,3,5]triazine-2,4-diamine C(C)(C)C=1C=NN2C1N=C(N=C2NCC2=CC=C(C=C2)C=2C=NN(C2)C)NC2CNNC2